2-(5-nitrofuran-2-yl)ethenylquinoxaline [N+](=O)([O-])C1=CC=C(O1)C=CC1=NC2=CC=CC=C2N=C1